NC=1C(=NON1)N1N=NC(=C1)C(=O)NNCC=1C=C(C=CC1O)C(=O)OC methyl 3-((2-(1-(4-amino-1,2,5-oxadiazol-3-yl)-1H-1,2,3-triazole-4-carbonyl) hydrazino) methyl)-4-hydroxybenzeneformate